plumbum tin [Sn].[Pb]